5-((fluorosulfonyl)oxy)nicotinic acid FS(=O)(=O)OC=1C=NC=C(C(=O)O)C1